O[C@H](COC1=CC=C(C(=O)NC)C=C1)C 4-((S)-2-hydroxypropoxy)-N-methylbenzamide